C1=CC=CC=2C3=CC=CC=C3[SiH2]C12 9-silafluorene